(R)-3-methyl-4-(4-(1-methyl-1H-pyrazol-5-yl)-1-(1H-pyrazol-5-yl)-1H-pyrazolo[3,4-d]pyrimidin-6-yl)morpholine C[C@H]1N(CCOC1)C1=NC(=C2C(=N1)N(N=C2)C2=CC=NN2)C2=CC=NN2C